FC(C=1OC(=NN1)C1=CC(=C(C=C1)CN1N=NC(=C1)C1=CC(=CC=C1)C1CCN(CC1)C1CN(C1)C)F)F 2-(difluoromethyl)-5-(3-fluoro-4-((4-(3-(1-(1-methylazetidin-3-yl)piperidin-4-yl)phenyl)-1H-1,2,3-triazol-1-yl)methyl)phenyl)-1,3,4-oxadiazole